FC1=CC2=C(OC3=C2C=CC(=C3)C3=CCC(CC3)CCC)C(=C1C(F)(F)F)F 2,4-difluoro-7-(4-n-propylcyclohexen-1-yl)-3-(trifluoro-methyl)dibenzofuran